C(C)(=O)OCC1(CC1)C1=NC=C(C=N1)B1OC(C(O1)(C)C)(C)C {1-[5-(4,4,5,5-tetramethyl-1,3,2-dioxaborolan-2-yl)pyrimidin-2-yl]cyclopropyl}methyl acetate